C(C)(C)(C)OC(=O)N1CCC(CC1)(C#CC(CC(CC)C1=C(CC(CC1)(C)C)C(=O)OCC)(F)F)OCC1=CC=CC=C1 tert-Butyl-4-(benzyloxy)-4-(5-(2-(ethoxycarbonyl)-4,4-dimethylcyclohex-1-en-1-yl)-3,3-difluorohept-1-yn-1-yl)piperidine-1-carboxylate